C(CCC)NCCCN N-butyl-1,3-propylenediamine